Cl.Cl.Cl.CC1=CC=CC=C1 toluene tri-hydrochloride